[Al+3].[Si]([O-])([O-])([O-])[O-].[Si]([O-])([O-])([O-])O.[Mo+4] molybdenum disilicate aluminum